C(CCCC\C=C/C\C=C/C\C=C/CCCCC)(=O)N[C@@H](CCCNC(N)=N)C(=O)O N-γ-linolenoyl-arginine